NC1=C(C=C(C=N1)C1=CC=C(C=C1)C(=O)N1CCN(CC1)C)OC(C)C1=C(C(=CC=C1F)F)Cl (4-{6-amino-5-[1-(2-chloro-3,6-difluoro-phenyl)-ethoxy]-pyridin-3-yl}-phenyl)-(4-methyl-piperazin-1-yl)-methanone